O(C1=CC=CC=C1)C=1C=C(CN2CC3C(C2)CN(C3)C(=O)N3N=C(C=C3)NC(C)=O)C=CC1 N-(1-(5-(3-Phenoxybenzyl)octahydropyrrolo[3,4-c]pyrrole-2-carbonyl)-1H-pyrazol-3-yl)acetamide